S(=O)(=O)(ON1[C@@H]2CC[C@H](N(C1=O)C2)C(NS(=O)(=O)C(C)(C)C)=N)O (2S,5R)-2-(N-(tert-butylsulfonyl)carbamimidoyl)-7-oxo-1,6-diazabicyclo[3.2.1]octan-6-yl hydrogen sulfate